N-[(E)-[(7,7-difluoro-5-azaspiro[2.4]heptan-5-yl)-(2,6-difluorophenyl)methylene]amino]-4-methyl-benzenesulfonamide FC1(CN(CC12CC2)\C(\C2=C(C=CC=C2F)F)=N\NS(=O)(=O)C2=CC=C(C=C2)C)F